6-chloro-4-(propylamino)-1-((2-(trimethylsilyl)ethoxy)methyl)-1H-pyrrolo[2,3-b]pyridine-3-carbonitrile ClC1=CC(=C2C(=N1)N(C=C2C#N)COCC[Si](C)(C)C)NCCC